ClC1=C2C(=NC=NC2=CC=C1NC(\C=C\CNC(C)C)=O)NC1=C(C(=C(C=C1)F)Cl)F (E)-N-(5-chloro-4-((3-chloro-2,4-difluorophenyl)amino)quinazolin-6-yl)-4-(isopropylamino)but-2-enamide